COC=1C(=CC2=C([C@@H]3CC4=C(CN3CC2)C(=C(C=C4)CNC(=O)C)OC)C1)OC (S)-2,3,9-trimethoxy-10-acetaminomethyl-6,8,13,13a-tetrahydro-5H-dibenzo[a,g]quinolizine